CN1C(=NN=C1COC1=CC(=CC=C1)C(F)(F)F)[C@@H]1CC[C@H](CC1)N1N=CC(=C1)C1=CCC(CC1)NC(OC(C)(C)C)=O tert-Butyl (4-{1-[trans-4-(4-methyl-5-{[3-(trifluoromethyl)phenoxy]methyl}-4H-1,2,4-triazol-3-yl)cyclohexyl]-1H-pyrazol-4-yl}cyclohex-3-en-1-yl)carbamate